BrC(C(=O)C=1SC=CC1)Br 2,2-dibromo-1-(thien-2-yl)ethan-1-one